tert-butyl 4-{5-[4-({[(1S,2S)-2-{[2-amino-5-(1-methyl-1H-pyrazol-4-yl)pyridine-3-carbonyl]amino}cyclopentyl]oxy}methyl)phenyl]-1H-indol-1-yl}piperidine-1-carboxylate NC1=NC=C(C=C1C(=O)N[C@@H]1[C@H](CCC1)OCC1=CC=C(C=C1)C=1C=C2C=CN(C2=CC1)C1CCN(CC1)C(=O)OC(C)(C)C)C=1C=NN(C1)C